C(C)(C)(C)OC(=O)N1CC2(C1)[C@H]([C@H](C2)O)C.C(C)(C)(C)OC=2C=C(C=CC2OC(C)(C)C)C2=C(C(=C(C=C2)[SH+]C2=CC=CC=C2)C2=CC(=C(C=C2)OC(C)(C)C)OC(C)(C)C)C2=CC(=C(C=C2)OC(C)(C)C)OC(C)(C)C |r| tris(3,4-di-t-butoxyphenyl)diphenyl-sulfonium rac-tert-butyl-(5R,6S)-6-hydroxy-5-methyl-2-azaspiro[3.3]heptane-2-carboxylate